OC(=O)C(F)(F)F.C(CCCCCCCCCCC)(=O)OC(CNC(CCCN(C)C)=O)C(COC(CCCCCCCCCCC)=O)OC(CCCCCCCCCCC)=O 1-[4-(dimethylamino)butanamido]-3,4-bis(dodecanoyloxy)butan-2-yl dodecanoate TFA salt